C(C)OC(=O)C1[N+](C=CC=C1N(C)C(C)=O)=O 3-[acetyl-(methyl)amino]-1-oxo-pyridin-1-ium-2-carboxylic acid ethyl ester